tert-butyl N-tert-butoxycarbonyl-N-(3-prop-1-ynylphenyl)carbamate C(C)(C)(C)OC(=O)N(C(OC(C)(C)C)=O)C1=CC(=CC=C1)C#CC